2-(2-Diethylaminoethylamino)-N-pyridin-ylnicotinamide C(C)N(CCNC1=C(C(=O)NC2=NC=CC=C2)C=CC=N1)CC